5-(4-bromotetrahydropyran-2-yl)-1-methyl-pyridin-2-one BrC1CC(OCC1)C=1C=CC(N(C1)C)=O